6-tert-butyl-2-{[3-(3-phenyl-1,2,4-oxadiazol-5-yl)propyl]sulfanyl}pyrimidin C(C)(C)(C)C1=CC=NC(=N1)SCCCC1=NC(=NO1)C1=CC=CC=C1